3-[4-(Azetidin-1-yl)phenyl]-1-(2-hydroxyphenyl)prop-2-en-1-one N1(CCC1)C1=CC=C(C=C1)C=CC(=O)C1=C(C=CC=C1)O